N1C(=NC=C1)C1CCN(CC1)C(=O)C1=CC=C(C=C1)C1=CC=C(C=C1)C(F)F (4-(1H-imidazol-2-yl)piperidin-1-yl)(4'-(difluoromethyl)-[1,1'-biphenyl]-4-yl)methanone